2-amino-2-(2,3-difluorophenyl)-6-hydroxy-6-methylcyclohexan-1-one hydrochloride Cl.NC1(C(C(CCC1)(C)O)=O)C1=C(C(=CC=C1)F)F